diglyceryl bisstearate C(CCCCCCCCCCCCCCCCC)(=O)OCC(O)CO.C(CCCCCCCCCCCCCCCCC)(=O)OCC(O)CO